N-(1-(3-(Benzyloxy)phenyl)cyclopropyl)-5-(2-(dimethylamino)ethoxy)-2-methyl-benzamide C(C1=CC=CC=C1)OC=1C=C(C=CC1)C1(CC1)NC(C1=C(C=CC(=C1)OCCN(C)C)C)=O